FC1=CC=C(C=C1)C(=O)C1=CNC=2N=C(N=C(C21)N[C@@H](CO)CC(C)C)NC2=CC=C(C=C2)N2CCN(CC2)C (R)-(4-fluorophenyl)(4-((1-hydroxy-4-methylpentan-2-yl)amino)-2-((4-(4-methylpiperazin-1-yl)phenyl)amino)-7H-pyrrolo[2,3-d]pyrimidin-5-yl)methanone